tetradeca-9,12-dien-1-dien-yl acetate C(C)(=O)OC=CC=CCCCCC=CCC=CC